(R)-(2-(5-benzyloxazol-2-yl)-2-fluoro-1,1-dioxidothiomorpholino)(4-bromo-3-chlorophenyl)methanone C(C1=CC=CC=C1)C1=CN=C(O1)[C@@]1(S(CCN(C1)C(=O)C1=CC(=C(C=C1)Br)Cl)(=O)=O)F